C(C)(C)(C)NS(=O)(=O)C1=CC=C(C=C1)NC(=O)[C@H]1N(CCC1)C(C1=CC=C(C=C1)F)=O (S)-N-(4-(N-t-butylsulfamoyl)phenyl)-1-(4-fluorobenzoyl)pyrrolidine-2-carboxamide